SCCSC(CS)CSCCS 2,3-bis[(2-mercaptoethyl)thio]-1-propanethiol